(17β)-17-ethynyl-17-hydroxy-2-{4-[1-(quinolin-2-ylcarbonyl)-L-prolyl]piperazin-1-yl}estra-1,3,5(10)-trien-3-yl sulfamate S(N)(OC1=CC=2CC[C@H]3[C@@H]4CC[C@]([C@@]4(C)CC[C@@H]3C2C=C1N1CCN(CC1)C([C@H]1N(CCC1)C(=O)C1=NC2=CC=CC=C2C=C1)=O)(O)C#C)(=O)=O